FC(CN1C(=NC2=NC=C(C=C21)C2=CNC=1N=C(N=C(C12)OC)N[C@@H](COC)C)C)F (R)-5-(1-(2,2-Difluoroethyl)-2-methyl-1H-imidazo[4,5-b]pyridin-6-yl)-4-methoxy-N-(1-methoxypropan-2-yl)-7H-pyrrolo[2,3-d]pyrimidin-2-amine